C(CCCCCCCCCCCCCCCCC)OC(CCC1=CC(=C(C(=C1)C(C)(C)C)O)C(C)(C)C)=O octadecyl-3,5-di-t-butyl-4-hydroxyhydrocinnamate